Cl(=O)[O-].[Na+].[N+](=O)(O)[O-] Nitric acid sodium chlorite